2-(3-(2-((1,5-dimethyl-1H-pyrazol-3-yl)amino)-5-methylpyrimidin-4-yl)-1H-indol-7-yl)-4-(1H-pyrazol-4-yl)isoindolin-1-one CN1N=C(C=C1C)NC1=NC=C(C(=N1)C1=CNC2=C(C=CC=C12)N1C(C2=CC=CC(=C2C1)C=1C=NNC1)=O)C